CC(C)N(C(C)C)P(OCC1=CC=CC=C1)OCC2=CC=CC=C2 dibenzyl N,N-diisopropylphosphoramidite